(S)-N-(2,3-difluoro-4-((3-(2-(piperidin-3-ylamino)pyrimidin-4-yl)pyridin-2-yl)oxy)phenyl)-3,3-dimethylbutane-1-sulfonamide FC1=C(C=CC(=C1F)OC1=NC=CC=C1C1=NC(=NC=C1)N[C@@H]1CNCCC1)NS(=O)(=O)CCC(C)(C)C